FC(C=1C=C(C=CC1)CN1C[C@@H](CC2=CC=CC=C12)NC(C=C)=O)(F)F N-[(3R)-1-[[3-(Trifluoromethyl)phenyl]methyl]-3,4-dihydro-2H-quinolin-3-yl]prop-2-enamide